3-oxo-4-(2,3,4-trifluoro-5-(methoxy-d3)phenyl)butanoic acid O=C(CC(=O)O)CC1=C(C(=C(C(=C1)OC([2H])([2H])[2H])F)F)F